COC1=CC(=C2C=C(C(N(C2=C1)C)=O)C)N1CCN(C2=CC=C(C=C12)S(=O)(=O)N(C)C)C 4-(7-Methoxy-1,3-dimethyl-2-oxo-1,2-dihydroquinolin-5-yl)-N,N,1-trimethyl-1,2,3,4-tetrahydroquinoxaline-6-sulfonamide